N-(4-methoxybenzyl)-2-(morpholin-4-yl)-8-(1,3-thiazol-5-yl)pyrazolo[1,5-a][1,3,5]triazin-4-amine COC1=CC=C(CNC2=NC(=NC=3N2N=CC3C3=CN=CS3)N3CCOCC3)C=C1